2-amino-2-[(2R,3S,5S,6R)-5-amino-2-methyl-6-[(2R,3S,5S,6S)-2,3,4,5,6-pentahydroxycyclohexyl]oxyoxan-3-yl]iminoacetic acid NC(C(=O)O)=N[C@@H]1[C@H](O[C@@H]([C@H](C1)N)OC1[C@@H]([C@H](C([C@@H]([C@@H]1O)O)O)O)O)C